FC=1C=CC(=C(C1)[C@@H](C)NC1=NC=2N(C=C1)N=CC2C(=O)O)OCCO (R)-5-((1-(5-fluoro-2-(2-hydroxyethoxy)phenyl)ethyl)amino)pyrazolo[1,5-a]pyrimidine-3-carboxylic acid